1-{3-[6-(Trifluoromethyl)-1H-indol-2-yl]azetidin-1-yl}prop-2-en-1-one aluminum di(hexacosanoate) C(CCCCCCCCCCCCCCCCCCCCCCCCC)(=O)[O-].C(CCCCCCCCCCCCCCCCCCCCCCCCC)(=O)[O-].[Al+2].FC(C1=CC=C2C=C(NC2=C1)C1CN(C1)C(C=C)=O)(F)F